C(C)(C)(C)C=1N(C=CN1)CC1=CC=C(C=C1)C1=C(C=CC(=C1)CCC)S(=O)(=O)NC(OC)=O Methyl ((4'-((2-(tert-butyl)-1H-imidazol-1-yl)methyl)-5-propyl-[1,1'-biphenyl]-2-yl)sulfonyl)carbamate